[Al].FC1(CC=C(CC1)C=1C=CC=C2C=C(C=NC12)C(=O)NC[C@@H](C)O)F (R)-8-(4,4-difluorocyclohex-1-en-1-yl)-N-(2-hydroxypropyl)quinoline-3-carboxamide aluminum